tert-butyl ((S)-(7-((S)-1-(((R)-tert-butylsulfinyl)amino)-2-methoxyethyl)imidazo[1,2-b]pyridazin-2-yl)(4,4-difluorocyclohexyl)methyl)carbamate C(C)(C)(C)[S@@](=O)N[C@H](COC)C1=CC=2N(N=C1)C=C(N2)[C@H](C2CCC(CC2)(F)F)NC(OC(C)(C)C)=O